6-(2-Chlorophenyl)-4-(4-fluorophenyl)-2-methoxypyridine-3-carbonitrile ClC1=C(C=CC=C1)C1=CC(=C(C(=N1)OC)C#N)C1=CC=C(C=C1)F